CC=1C=C(CN2C(C3(C4=CC=CC=C24)CCC(C(C3)(C)C)=O)=O)C=CC1C 1'-(3,4-dimethylbenzyl)-5,5-dimethyl-2',4-dioxospiro[cyclohexane-1,3'-indolin]